C(C(=C)C)(=O)OC12CCCCCC(CCCCC1)C2 bicyclo[5.5.1]tridecanyl methacrylate